FC(C=1C=NN(C1)C1=CC=C(C=C1)CC(=O)N)(F)F 4-[4-(trifluoromethyl)-1H-pyrazol-1-yl]Phenyl-acetamide